(1S,3S)-1-methyl-1,2,3,4-tetra-hydro-beta-carboline C[C@@H]1NCCC=2C3=CC=CC=C3NC12